(R)-(1,3-dimethyl-azetidin-3-yl)-(4-isopropyl-phenyl)-[5-(6-oxa-3-aza-bicyclo[3.1.1]hept-3-yl)-pyridin-3-yl]-methanol CN1CC(C1)(C)[C@@](O)(C=1C=NC=C(C1)N1CC2OC(C1)C2)C2=CC=C(C=C2)C(C)C